(R)-6-(2-(3-chlorophenyl)-2-hydroxyacetyl)-2-(1-(pyridin-3-yl)cyclopropyl)-5,6,7,8-tetrahydropyrido[4,3-d]pyrimidin-4(3H)-one ClC=1C=C(C=CC1)[C@H](C(=O)N1CC2=C(N=C(NC2=O)C2(CC2)C=2C=NC=CC2)CC1)O